C1(CC1)C=1N=CN(C1)C1=CC(=NC=C1)C(=O)NC1=CC=CC=2C=3N(C[C@H](OC21)C)N=NN3 (R)-4-(4-cyclopropyl-1H-imidazol-1-yl)-N-(6-methyl-5,6-dihydrobenzo[f]tetrazolo[1,5-d][1,4]oxazepin-8-yl)picolinamide